sulfosuccinimidyl-(4-azidosalicylamino) hexanoate C(CCCCC)(=O)ON(CC=1C(O)=CC(=CC1)N=[N+]=[N-])N1C(C(CC1=O)S(=O)(=O)O)=O